C(C)NC(C1=C(C=CC(=C1)F)SC1=CC=C2C(=NN(C2=C1)C1OCCCC1)\C=C\C1=NC=C(C=C1)CN1CCCC1)=O N-ethyl-5-fluoro-2-[3-[(trans)-2-[5-(pyrrolidin-1-ylmethyl)-2-pyridinyl]vinyl]-1-tetrahydropyran-2-yl-indazol-6-yl]sulfanylbenzamide